methylphenyl-boric acid CC1=C(C=CC=C1)OB(O)O